ethyl ((S)-1-((2S,4R)-4-hydroxy-2-(((S)-1-(4-(4-methylthiazol-5-yl) phenyl)ethyl)carbamoyl)pyrrolidin-1-yl)-3,3-dimethyl-1-oxobutan-2-yl)glycinate O[C@@H]1C[C@H](N(C1)C([C@H](C(C)(C)C)NCC(=O)OCC)=O)C(N[C@@H](C)C1=CC=C(C=C1)C1=C(N=CS1)C)=O